COC(=O)C=1C(=NC(=NC1)SC)CBr 4-(bromomethyl)-2-(methylthio)pyrimidine-5-carboxylic acid methyl ester